5-(1-((2-(trimethylsilyl)ethoxy)methyl)-1H-pyrazol-4-yl)hexahydropyrrolo[3,4-c]Pyrrole C[Si](CCOCN1N=CC(=C1)N1CC2C(C1)CNC2)(C)C